CC1=NC=CC(=C1)C=CC(=O)CCCCCCNC(C1=NC=CC=C1)=O N-(6-(3-(2-methylpyridin-4-yl)acryloyl)hexyl)picolinamide